(2R,3R,4R,5R)-5-(4-(2,4-bis(methylamino)pyrimidin-5-yl)-1H-imidazol-1-yl)-4-fluoro-2-(hydroxymethyl)-4-methyltetrahydrofuran-3-ol CNC1=NC=C(C(=N1)NC)C=1N=CN(C1)[C@H]1[C@]([C@@H]([C@H](O1)CO)O)(C)F